(S)-4-cyclopentyl-4-hydroxy-8-(1H-pyrazol-4-yl)-1,3,4,5-tetrahydro-6H-pyrano[4,3-b]thieno[3,2-d]pyridin-6-one C1(CCCC1)[C@]1(COCC2=C1NC(C1=C2C=C(S1)C=1C=NNC1)=O)O